2-[4-(N-methyl-4-pyrrolidin-1-ylanilino)phenoxy]pyrido[3,4-d]pyrimidin-4-ol CN(C1=CC=C(C=C1)N1CCCC1)C1=CC=C(OC=2N=C(C3=C(N2)C=NC=C3)O)C=C1